NC1=CC=C(OC2=CC=C(C=C2)S(=O)C2=CC=C(C=C2)OC2=CC=C(C=C2)N)C=C1 bis[4-(4-aminophenoxy) phenyl] sulfoxide